tert-butyl 4-(2-[8-chloro-2-methylimidazo[1,2-a]pyridin-6-yl]thieno[2,3-d][1,3]thiazol-5-yl)piperidine-1-carboxylate ClC=1C=2N(C=C(C1)C=1SC3=C(N1)SC(=C3)C3CCN(CC3)C(=O)OC(C)(C)C)C=C(N2)C